C12N(CC(CC1)C2)C(=O)C2=CC1=C(C(N(CCO1)C[C@@H](CN1CC3=CC=CC=C3CC1)O)=O)C=C2 8-(2-azabicyclo[2.2.1]heptan-2-carbonyl)-4-[(2R)-3-(3,4-dihydro-1H-isoquinolin-2-yl)-2-Hydroxy-propyl]-2,3-dihydro-1,4-benzoxazepine-5-one